C(C)(C)(C)OC(=O)N1CCN(CC1)C=1C=NC(=CC1)C=1C2=C(C(=NC1)C1=CC=C(C=C1)CNC(C1=C(C=CC(=C1)F)OC)=O)C(=NN2)N 4-(6-(3-amino-4-(4-((5-fluoro-2-methoxybenzamido)methyl)phenyl)-1H-pyrazolo[4,3-c]pyridin-7-yl)pyridin-3-yl)piperazine-1-carboxylic acid tert-butyl ester